The molecule is a branched amino hexasaccharide consisting of a chain of three alpha-sialyl residues, a beta-D-galactosyl residue and a beta-D-glucose residue linked sequentially (2->8), (2->8), (2->3) and (1->4), to the galactosyl residue of which is also linked (1->4) an N-acetyl-beta-D-galactosaminyl residue. The carbohydrate moiety of ganglioside GT2. It is an amino hexasaccharide and a galactosamine oligosaccharide. CC(=O)N[C@@H]1[C@H](C[C@@](O[C@H]1[C@@H]([C@@H](CO)O[C@@]2(C[C@@H]([C@H]([C@@H](O2)[C@@H]([C@@H](CO)O[C@@]3(C[C@@H]([C@H]([C@@H](O3)[C@@H]([C@@H](CO)O)O)NC(=O)C)O)C(=O)O)O)NC(=O)C)O)C(=O)O)O)(C(=O)O)O[C@@H]4[C@H]([C@@H](O[C@@H]([C@@H]4O[C@H]5[C@@H]([C@H]([C@H]([C@H](O5)CO)O)O)NC(=O)C)CO)O[C@@H]6[C@H](O[C@H]([C@@H]([C@H]6O)O)O)CO)O)O